[Si](C)(C)(C(C)(C)C)OCCN1C[C@H](CC1)COC1=CC=2N(C=C1)C(=CN2)C2=CC(=C(C(=O)NC1CC1)C(=C2)OC)OC(F)F 4-[7-[[(3S)-1-[2-[Tert-butyl(dimethyl)silyl]oxyethyl]pyrrolidin-3-yl]methoxy]imidazo[1,2-a]pyridin-3-yl]-N-cyclopropyl-2-(difluoromethoxy)-6-methoxy-benzamide